NC(C(=O)O)C1=CC=CC=C1 2-amino-2-phenylacetic acid